(2S)-6-oxo-4-(trifluoromethanesulfonyloxy)-2,3-dihydropyridine-1,2-dicarboxylic acid 1,2-di-tert-butyl ester C(C)(C)(C)OC(=O)N1[C@@H](CC(=CC1=O)OS(=O)(=O)C(F)(F)F)C(=O)OC(C)(C)C